(4-isopropylthiophen-2-yl)boric acid C(C)(C)C=1C=C(SC1)OB(O)O